6-Bromo-4-chloro-2-(difluoromethyl)pyrido[3,4-d]pyrimidine BrC1=CC2=C(N=C(N=C2Cl)C(F)F)C=N1